3-(7-amino-1-methyl-indazol-3-yl)piperidine NC=1C=CC=C2C(=NN(C12)C)C1CNCCC1